[Pb].N[C@@H](CCCNC(N)=N)C(=O)O L-arginine lead